C(C=C)(=O)OCCCCCCC[Si](OCC)(OCC)C acryloyloxyheptyl-methyldiethoxysilane